2-(8-isopropyl-5-oxo-2-(trifluoromethyl)pyrido[2,3-d]pyridazin-6(5H)-yl)acetic acid C(C)(C)C1=NN(C(C2=C1N=C(C=C2)C(F)(F)F)=O)CC(=O)O